O1N=C(C=C1)NC(C[N+]1(CCC(CC1)(C)C)CC(=O)NC1=C(SC=C1C)C(=O)OCCOC)=O 1-(2-(isoxazol-3-ylamino)-2-oxoethyl)-1-(2-((2-((2-methoxyethoxy)carbonyl)-4-methylthiophen-3-yl)amino)-2-oxoethyl)-4,4-dimethylpiperidin-1-ium